2-(6-oxo-3-(pyridin-2-yl)pyridazin-1(6H)-yl)-N-phenylacetamide O=C1C=CC(=NN1CC(=O)NC1=CC=CC=C1)C1=NC=CC=C1